COC=1C=C2C(=NC=NC2=CC1OC)OC1=CC=C(C=C1)C1C=2N(CCC1)N(C(C2C(=O)N)=O)C2=C(C=CC=C2)F (4-((6,7-dimethoxyquinazolin-4-yl)oxy)phenyl)-1-(2-fluorophenyl)-2-oxo-1,2,4,5,6,7-hexahydropyrazolo[1,5-a]pyridine-3-carboxamide